5-(1-(5-(2-chloro-4-(trifluoromethyl)phenyl)-2H-indazol-2-yl)-3-methylbutyl)picolinamide ClC1=C(C=CC(=C1)C(F)(F)F)C1=CC2=CN(N=C2C=C1)C(CC(C)C)C=1C=CC(=NC1)C(=O)N